5-fluoro-2-[3-fluoro-4-({[(3R)-1-methylpiperidin-3-yl]carbonyl}amino)phenyl]-2H-indazole-7-carboxamide trifluoroacetate FC(C(=O)O)(F)F.FC1=CC2=CN(N=C2C(=C1)C(=O)N)C1=CC(=C(C=C1)NC(=O)[C@H]1CN(CCC1)C)F